N1=CC(=CC=C1)NC(=O)C=1C=NN2C1C=C(C=C2)C2=CNC=1N=C(N=CC12)N[C@@H](C(F)(F)F)C (R)-N-(pyridin-3-yl)-5-(2-((1,1,1-trifluoropropan-2-yl)amino)-7H-pyrrolo[2,3-d]pyrimidin-5-yl)pyrazolo[1,5-a]pyridine-3-carboxamide